ClC1=CC=2C3=C(C=NC2C=C1)N=C(N3[C@H]3C[C@H](OCC3)C)CC=3N=CC(=NC3)C(O)([2H])[2H] [5-({8-chloro-1-[(2R,4R)-2-methyltetrahydro-2H-pyran-4-yl]-1H-imidazo[4,5-c]quinolin-2-yl}methyl)pyrazin-2-yl](2H2)methanol